2-((tert-Butoxycarbonyl)amino)-2-(4-(N-hydroxycarbamimidoyl)thiophen-2-yl)acetic acid methyl ester COC(C(C=1SC=C(C1)C(NO)=N)NC(=O)OC(C)(C)C)=O